benzyl ((S)-4-methyl-1-(((S)-5-(methylthio)pent-1-yn-3-yl)amino)-1-oxopentan-2-yl)carbamate CC(C[C@@H](C(=O)N[C@H](C#C)CCSC)NC(OCC1=CC=CC=C1)=O)C